COC1=CC=C(C=C1)C1CCN(CC1)C1=C(C(N(C2=CC(=CC=C12)C1=CC=CC=C1)C)=O)C#N 4-[4-(4-methoxyphenyl)piperidin-1-yl]-1-methyl-2-oxo-7-phenyl-1,2-dihydroquinoline-3-carbonitrile